C1(CC1)OC1=C(C=NC(=C1)C)C(=O)NC1=CC(=C(C(=C1)F)OC1=CC=NC2=CC(=CC=C12)OCCNC)F 4-cyclopropoxy-N-(3,5-difluoro-4-((7-(2-(methylamino)ethoxy)quinolin-4-yl)oxy)phenyl)-6-methylpyridine-3-carboxamide